2-hydrazinyl-N,8-dimethyl-N-Phenylquinazolin-4-amine N(N)C1=NC2=C(C=CC=C2C(=N1)N(C1=CC=CC=C1)C)C